[C@H]12CN(C[C@H](CC1)N2)C2=NC(=NC1=C(C(=CC=C21)C2=CC(=CC1=CC=CC=C21)O)F)CCNC2=NC=CC=N2 4-(4-((1R,5S)-3,8-diazabicyclo[3.2.1]octan-3-yl)-8-fluoro-2-(2-(pyrimidin-2-ylamino)ethyl)quinazolin-7-yl)naphthalen-2-ol